(S)-3-(3-(2-(1-amino-1,3-dihydro-spiro[indene-2,4'-piperidin]-1'-yl)-1-methyl-6-oxo-1,6-dihydropyrimidin-5-yl)prop-2-yn-1-yl)benzonitrile N[C@@H]1C2=CC=CC=C2CC12CCN(CC2)C=2N(C(C(=CN2)C#CCC=2C=C(C#N)C=CC2)=O)C